CC=1C=CC(=C2C=CC(=NC12)C=1OC2=C(C1C)C=CC=C2)OCC=2C=NC=CC2 8-Methyl-2-(3-methyl-1-benzofuran-2-yl)-5-(pyridin-3-ylmethoxy)quinoline